N-(2-nitro-4-phthalimidophenyl)urethane [N+](=O)([O-])C1=C(C=CC(=C1)N1C(C=2C(C1=O)=CC=CC2)=O)NC(=O)OCC